OC1=NC=NC(=C1C=NO)O 4,6-dihydroxypyrimidine-5-carbaldehyde oxime